1-(5-(1-(2,6-dichlorophenyl)azetidin-3-yl)-2,3-dihydro-1H-inden-1-yl)pyrrolidine-3-carboxylic acid ClC1=C(C(=CC=C1)Cl)N1CC(C1)C=1C=C2CCC(C2=CC1)N1CC(CC1)C(=O)O